6-chloro-7-(4-cyclopropyl-1H-pyrazol-1-yl)-1H-indole-3-sulfonyl chloride ClC1=CC=C2C(=CNC2=C1N1N=CC(=C1)C1CC1)S(=O)(=O)Cl